7-(1H-pyrrolo[2,3-b]pyridin-4-yl)-1H-pyrazolo[4,3-b]pyridine N1C=CC=2C1=NC=CC2C2=C1C(=NC=C2)C=NN1